CN1N=NC2=C1C=CC=C2C 1,4-dimethyl-1H-benzo[d][1,2,3]triazol